Propyl 4-methyl-2-[3-[(7-methyl-1-isoquinolyl)amino]-propanoylamino]thiazole-5-carboxylate CC=1N=C(SC1C(=O)OCCC)NC(CCNC1=NC=CC2=CC=C(C=C12)C)=O